OC1=CC=C(C=C1)CCC(C)=O 4-(p-hydroxyphenyl)2-butanone